CC(CCCO)O METHYL-1,4-BUTANEDIOL